(((1-methyl-1H-pyrazol-4-yl)methyl)amino)-4-(((5-(5-(trifluoromethyl)-1,2,4-oxadiazol-3-yl)pyridin-2-yl)methyl)amino)cyclobut-3-ene-1,2-dione CN1N=CC(=C1)CNC=1C(C(C1NCC1=NC=C(C=C1)C1=NOC(=N1)C(F)(F)F)=O)=O